C(C)(C)(C)OC(=O)N1[C@H](CCC1)C(N(C)C1CN(C1)C1=CN=C2C(=N1)N(N=N2)[C@H](C)C2=C(C=C(C=C2)Cl)Cl)=O (R)-2-((1-(1-((R)-1-(2,4-dichlorophenyl)ethyl)-1H-[1,2,3]triazolo[4,5-b]pyrazin-6-yl)azetidin-3-yl)(methyl)carbamoyl)pyrrolidine-1-carboxylic acid tert-butyl ester